BrC1=C(C(=CC2=C1[C@@H]([C@@](O2)(C#N)C2=CC=CC=C2)OCOC)F)Cl (2s,3s)-4-bromo-5-chloro-6-fluoro-3-(methoxymethoxy)-2-phenyl-2,3-dihydrobenzofuran-2-carbonitrile